methyl 2-[tert-butoxycarbonyl-[2-[[5-(methylcarbamoyl)pyrazolo[1,5-a]pyridin-2-yl]amino]ethyl]amino]acetate C(C)(C)(C)OC(=O)N(CC(=O)OC)CCNC1=NN2C(C=C(C=C2)C(NC)=O)=C1